FC=1C=C2C=NC(=NC2=C2C1ON=C2C(C)C)NC2CCN(CC2)S(=O)(=O)C 6-fluoro-9-isopropyl-N-(1-(methylsulfonyl)piperidin-4-yl)isoxazolo[5,4-h]quinazolin-2-amine